bromo-malonic acid diethyl ester C(C)OC(C(C(=O)OCC)Br)=O